tert-butyl 5-(5-(2,3-dimethylphenyl)-6-methoxy-1-((2-(trimethylsilyl)ethoxy)methyl)-1H-pyrazolo[4,3-b]pyridin-3-yl)-3',6'-dihydro-[2,4'-bipyridine]-1'(2'H)-carboxylate CC1=C(C=CC=C1C)C1=C(C=C2C(=N1)C(=NN2COCC[Si](C)(C)C)C=2C=CC(=NC2)C=2CCN(CC2)C(=O)OC(C)(C)C)OC